C(C)(C)(C)OC(NCC(=C(F)F)CN1N=CN(C1=O)C1=CC(=C(C=C1)F)F)=O [2-[[4-(3,4-difluorophenyl)-5-oxo-1,2,4-triazol-1-yl]methyl]-3,3-difluoro-allyl]carbamic acid tert-butyl ester